2-ethoxy-8-methoxypyrido[1,2-a]pyrimidin-4-one C(C)OC=1N=C2N(C(C1)=O)C=CC(=C2)OC